O=C1NC2=C(N=C1)N(C=C2C#N)COCC[Si](C)(C)C 2-oxo-5-((2-(trimethylsilyl)ethoxy)methyl)-2,5-dihydro-1H-pyrrolo[2,3-b]pyrazine-7-carbonitrile